N1(CCCCC1)C(=O)OC(C)(C)C tert-butyl piperidin-1-carboxylate